2-[3-(dimethylamino)propyl]-4-[5-(1-ethyl-3-methyl-1H-pyrazol-5-yl)-4H-1,2,4-triazol-3-yl]-2H-indazole-6-carboxamide CN(CCCN1N=C2C=C(C=C(C2=C1)C1=NN=C(N1)C1=CC(=NN1CC)C)C(=O)N)C